C(CCCCC)OC(C=C)=O acrylic acid n-hexyl ester